CCCC(CCC)C(=O)O propylvaleric acid